C1(=CC=CC=C1)P(O)(O)=O phenylphosphonic acid